(E)-3-bromo-5-chloro-2-hydrazino-1,2-dihydropyridine BrC=1C(NC=C(C1)Cl)NN